OC1=C(C=CC=C1)C1=NC(=NC(=N1)C1=C(C=CC=C1)O)C1=NC=CC=N1 2,4-bis(2-hydroxyphenyl)-6-(2-pyrimidinyl)-1,3,5-triazine